tert-butyl (1R,3S,5S)-3-[[3-(2,6-dichlorophenyl)-5-methyl-1,2-oxazol-4-yl]carbonyloxy]-8-azabicyclo[3.2.1]octane-8-carboxylate ClC1=C(C(=CC=C1)Cl)C1=NOC(=C1C(=O)OC1C[C@H]2CC[C@@H](C1)N2C(=O)OC(C)(C)C)C